NC1=NC=C(C=C1O[C@H](C)C=1C=C(C=CC1)NC(=O)C=1C=C(C(=O)[O-])C=CC1)C=1C=NN(C1)C (R)-3-((3-(1-((2-amino-5-(1-methyl-1H-pyrazol-4-yl)pyridin-3-yl)oxy)ethyl)phenyl)carbamoyl)benzoate